N[C@@H](CS)C(=O)OC1=CC=C(C=C1)C1=CC=2C(=NC=CC2)N1 4-(1H-pyrrolo[2,3-b]pyridin-2-yl)phenyl L-cysteinate